C(C)(=O)ON=C(C=CC1=C(C=CC=C1)OC)C1=CC=CC=C1 3-(2-methoxyphenyl)-1-phenylpropan-2-en-1-one O-acetyl oxime